C(#N)[C@@H](C[C@H]1C(NCC1)=O)NC(=O)[C@H]1N([C@H]2CC([C@@H]1CC2)(F)F)C([C@H](NC(C(F)(F)F)=O)CC(C)C)=O (1R,3S,4R)-N-((R)-1-cyano-2-((S)-2-oxopyrrolidin-3-yl)ethyl)-5,5-difluoro-2-((2,2,2-trifluoroacetyl)-D-leucyl)-2-azabicyclo[2.2.2]octane-3-carboxamide